(R)-(3-chloro-4-fluorophenyl)(3-(1-cyclopropyl-1H-pyrazol-3-yl)-8-methyl-5,6-dihydro-[1,2,4]triazolo[4,3-a]pyrazin-7(8H)-yl)methanone ClC=1C=C(C=CC1F)C(=O)N1[C@@H](C=2N(CC1)C(=NN2)C2=NN(C=C2)C2CC2)C